maleimidopropanoyl-valine C1(C=CC(N1CCC(=O)N[C@@H](C(C)C)C(=O)O)=O)=O